1,2,4,5-benzenetetracarboxylic acid chloride C=1(C(=CC(=C(C1)C(=O)Cl)C(=O)Cl)C(=O)Cl)C(=O)Cl